BrC=1C(C(=CC(C1)(Br)Br)Br)=O 2,4,4,6-tetrabromocyclohexa-2,5-dienone